ethyl 5-(1-(4-chloro-2-(trifluoromethyl)phenyl)-4-cyanopiperidin-4-yl)-2'-ethoxy-[2,3'-bipyridine]-6-carboxylate ClC1=CC(=C(C=C1)N1CCC(CC1)(C#N)C=1C=CC(=NC1C(=O)OCC)C=1C(=NC=CC1)OCC)C(F)(F)F